7-chloro-4-chloro-N-methyl-2-oxo-1-phenyl-1,2-dihydroquinolin-3-carboxamide ClC1=CC=C2C(=C(C(N(C2=C1)C1=CC=CC=C1)=O)C(=O)NC)Cl